O1CCOC12CCN(CC2)C=2C=C(C=CC2)C2CC(NC(C2)=O)=O 4-(3-(1,4-dioxa-8-azaspiro[4.5]decan-8-yl)phenyl)piperidine-2,6-dione